[C@H](C)(CC)[C@@H]1N=C(C2=C(N(C1=O)CC(=O)NS(=O)(=O)C1=CC=CC=C1)C=CC(=C2)Cl)C2=CC=CC=C2 2-((S)-3-((S)-sec-butyl)-7-chloro-2-oxo-5-phenyl-2,3-dihydro-1H-benzo[e][1,4]diazepin-1-yl)-N-(benzenesulfonyl)acetamide